C(CCC)[Sn](CCC[CH2+])(C=1C=NC(=CC1)OCC)CCCC 4-(dibutyl(6-ethoxypyridin-3-yl)stannyl)butan-1-ylium